CC1=CC=C(C=C1)S(=O)(=O)OC1=CC(=C(C(=C1)OCC1=NC=CC=C1)C=O)OS(=O)(=O)C1=CC=C(C=C1)C 4-formyl-5-(pyridin-2-ylmethoxy)-1,3-phenylene bis(4-methylbenzenesulfonate)